C(C)C(COC(CCCCCC/C=C/C(C=O)CCCCCCCC)=O)CCCC (E)-11-((2-ethylhexyl)oxy)-2-octyl-11-oxoundec-3-en-1-one